N-[(2-cyano-6-methyl-4-pyridyl)methyl]-4-(1,6-diaza-6-spiro[3.4]octyl)-5-(3,5-difluorophenyl)nicotinamide C(#N)C1=NC(=CC(=C1)CNC(C1=CN=CC(=C1N1CC2(CCN2)CC1)C1=CC(=CC(=C1)F)F)=O)C